5'-O-trityl-adenosine C(C1=CC=CC=C1)(C1=CC=CC=C1)(C1=CC=CC=C1)OC[C@@H]1[C@H]([C@H]([C@@H](O1)N1C=NC=2C(N)=NC=NC12)O)O